CC1OC(CC(O1)(C)C)C 2,4,4,6-Tetramethyl-1,3-dioxane